FC=1C=C(C=CC1)NC1CCC2(CCNCC2)CC1 9-((3-fluorophenyl)amino)-3-azaspiro[5.5]undecane